C(C)(=O)OC=1C=C(C=C(C1)C=CC1=CC=C(OC(C)=O)C=C1)OC(CCCCCCC)=S resveratrol dithiooctanoate diacetate